C(C)N1C(=NN(C1=O)C=1C=C2C=CN=C(C2=C(C1)O[C@H](C(F)(F)F)C)OC1CCOCC1)CO (S)-4-Ethyl-3-(hydroxymethyl)-1-(1-((tetrahydro-2H-pyran-4-yl)oxy)-8-((1,1,1-trifluoropropan-2-yl)oxy)isoquinolin-6-yl)-1H-1,2,4-triazol-5(4H)-one